1,2-bis(di-t-butyl-phosphinomethyl)benzene C(C)(C)(C)C(C1=C(C=CC=C1)C(P)(C(C)(C)C)C(C)(C)C)(P)C(C)(C)C